2-[4,7,10-tris(carboxymethyl)-1,4,7,10-tetraazacyclododec-1-yl]acetic acid C(=O)(O)CN1CCN(CCN(CCN(CC1)CC(=O)O)CC(=O)O)CC(=O)O